O=C1NC(CCC1C1=CC=C2C(NC(C2=C1)=O)=O)=O 6-(2,6-dioxopiperidin-3-yl)-1,3-dioxoisoindoline